tert-Butyl 1-oxa-8-azadispiro[2.0.24.43]decane-8-carboxylate O1CC12C1(CC1)CN(CC2)C(=O)OC(C)(C)C